COC1=CC=C(C(=O)NC2=CC=C(C=C2)N2CCN(CC2)C2=NC=NC=C2)C=C1 4-Methoxy-N-{4-[4-(pyrimidin-4-yl)piperazin-1-yl]phenyl}benzamid